6-Chloro-3-(((R)-1-(4-methyl-6-((S)-4-((1-methyl-1H-pyrazol-4-yl)methyl)-2-oxooxazolidin-3-yl)pyridin-2-yl)ethyl)amino)picolinic acid ClC1=CC=C(C(=N1)C(=O)O)N[C@H](C)C1=NC(=CC(=C1)C)N1C(OC[C@@H]1CC=1C=NN(C1)C)=O